C(C)(C)(C)OC(=O)N1CC(CC(C1)COC=1C(=NC=CC1)C(F)(F)F)C 3-methyl-5-(((2-(trifluoromethyl)pyridin-3-yl)oxy)methyl)piperidine-1-carboxylic acid tert-butyl ester